FC(OC1=C(C(=CC(=C1)C)F)C=1C=2N(C(=NN1)N[C@H]1CN(CCC1)CC(C)(O)C)C=CC2)F 1-[(3R)-3-({1-[2-(difluoromethoxy)-6-fluoro-4-methylphenyl]pyrrolo[1,2-d][1,2,4]triazin-4-yl}amino)piperidin-1-yl]-2-methylpropan-2-ol